3-ethyl-1-(7-{6-[(1S)-1-hydroxypropyl]-4-methylpyridin-3-yl}-2,6-naphthyridin-3-yl)urea C(C)NC(NC=1N=CC2=CC(=NC=C2C1)C=1C=NC(=CC1C)[C@H](CC)O)=O